2-chloro-N-(5-chloro-2-(methyl(2,2,2-trifluoroethyl)amino)pyridin-4-yl)acetamide ClCC(=O)NC1=CC(=NC=C1Cl)N(CC(F)(F)F)C